FC1=CC=C(C=C1)C(CNC(=O)C1=NC(=C(N=C1N)C(F)(F)F)Br)N1CCOCC1 3-Amino-6-bromo-5-trifluoromethyl-pyrazine-2-carboxylic acid [2-(4-fluoro-phenyl)-2-morpholin-4-yl-ethyl]-amide